(S)-(5-isopropyl-4-methylpyridin-2-yl)(phenyl)methanaminium chloride [Cl-].C(C)(C)C=1C(=CC(=NC1)[C@@H]([NH3+])C1=CC=CC=C1)C